methyl-2H-isothiazol CN1SC=CC1